5-[(3aS,4S,6aR)-2-oxo-hexahydro-1H-thieno[3,4-d]imidazol-4-yl]-N-[2-[2-(2-oxoethoxy)ethoxy]ethyl]pentanamide O=C1N[C@H]2[C@@H](N1)CS[C@H]2CCCCC(=O)NCCOCCOCC=O